pyridine-5-sulfonyl chloride N1=CC=CC(=C1)S(=O)(=O)Cl